2-(methylamino)benzamide CNC1=C(C(=O)N)C=CC=C1